COC(=O)C1(CCC2(C(=CC3=CC(=C(C=C23)OC)OC)Br)CC1)NC1=CC(=CC=C1)Cl (1s,4s)-2'-bromo-4-(3-chloroanilino)-5',6'-dimethoxyspiro[cyclohexane-1,1'-indene]-4-carboxylic acid methyl ester